FC(C=1C=C(C(=O)OC)C=C(C1)C=C)(F)F methyl 3-(trifluoromethyl)-5-vinyl-benzoate